ClC=1N=C2SC=CN2C1C=O 6-CHLOROIMIDAZO[2,1-B]THIAZOLE-5-CARBOXALDEHYDE